N-(5-(propanoyl-3,3,3-d3)-4-((2,3,5-trimethyl-4,5-dihydro-3H-imidazo[4,5-c]quinolin-6-yl)amino)pyridin-2-yl)cyclopropanecarboxamide C(CC([2H])([2H])[2H])(=O)C=1C(=CC(=NC1)NC(=O)C1CC1)NC1=CC=CC=2C3=C(CN(C12)C)N(C(=N3)C)C